C1(=CC=CC=C1)S(=O)(=O)C1=CC=CC=C1.[K].[K] dipotassium diphenylsulphon